ClCC1=CC=C2CN(C(C2=C1)=O)C1=NC(=CC(=C1)C1=C(C=C(C#N)C=C1)C1=NN=CN1C)C1CC1 4-(2-(6-(chloromethyl)-1-oxoisoindolin-2-yl)-6-cyclopropylpyridin-4-yl)-3-(4-methyl-4H-1,2,4-triazol-3-yl)benzonitrile